C(CCC)OC(=O)N1CCC(CC1)CC(C(F)(F)F)OCCOCCCCCOCC1=CC=CC=C1 butyl-4-[2-[2-(5-benzyloxypentoxy)ethoxy]-3,3,3-trifluoro-propyl]piperidine-1-carboxylate